6-({[5-(4-methylphenyl)-1,3-oxazol-2-yl]methyl}sulfanyl)-1,3,5-triazine CC1=CC=C(C=C1)C1=CN=C(O1)CSC1=NC=NC=N1